ClC1=C(C=CC=C1NC1=CC=C(C=C1)C(F)(F)F)[C@@]1(CC(N(C(N1)=N)CC1CCOCC1)=O)C (6S)-6-{2-Chloro-3-[4-(trifluoromethyl)anilino]-phenyl}-2-imino-6-methyl-3-(tetrahydropyran-4-ylmethyl)-hexahydropyrimidin-4-one